Methyl 6-(2,4-bis(trifluoromethyl) phenyl)-3-chloropicolinate FC(C1=C(C=CC(=C1)C(F)(F)F)C1=CC=C(C(=N1)C(=O)OC)Cl)(F)F